diglycerine monomyristate C(CCCCCCCCCCCCC)(=O)O.OCC(O)CO.OCC(O)CO